(3-ethyl-2-(2-methylpyridin-4-yl)-1H-indol-5-yl)(hexahydropyrrolo[3,4-c]pyrrol-2(1H)-yl)methanone C(C)C1=C(NC2=CC=C(C=C12)C(=O)N1CC2CNCC2C1)C1=CC(=NC=C1)C